N-(3-(7-chloro-2-((2-fluoro-4-(4-methylpiperazin-1-yl)phenyl)amino)quinazolin-8-yl)phenyl)acrylamide ClC1=CC=C2C=NC(=NC2=C1C=1C=C(C=CC1)NC(C=C)=O)NC1=C(C=C(C=C1)N1CCN(CC1)C)F